(±)-ethyl 2-[4-(3-cyanotetrahydrofuran-3-yl)-3-fluoro-phenyl]acetate C(#N)[C@]1(COCC1)C1=C(C=C(C=C1)CC(=O)OCC)F |r|